1-(3-bromo-4-methoxyphenyl)cyclohexane-1-carbonitrile BrC=1C=C(C=CC1OC)C1(CCCCC1)C#N